IC=1C=CC2=C(N(C=N2)C)C1 6-iodo-1-methyl-1H-benzo[d]imidazole